C(#N)C1(CC1)NS(=O)(=O)C1=CC=2C(N(C=3N(C2C=C1)[C@H]1[C@@H](N3)CCC1)C(C=1C=NN(C1)C)([2H])[2H])=O (7aS,10aR)-N-(1-cyanocyclopropyl)-6-(dideutero(1-methyl-1H-pyrazol-4-yl)methyl)-5-oxo-6,7a,8,9,10,10a-hexahydro-5H-cyclopenta[4,5]imidazo[1,2-a]-quinazoline-3-sulfonamide